6-(o-tolyl)imidazo[1,2-a]pyrimidine C1(=C(C=CC=C1)C=1C=NC=2N(C1)C=CN2)C